C(C1=CC=CC=C1)NC1CC(C(CC1)O)(C)C 4-(benzylamino)-2,2-dimethylcyclohexanol